CN1N=C(C=C1C)NC1=NC=C(C(=N1)C1=CNC2=C(C=CC=C12)N1C(C2=CC=CC(=C2C1)NC(=O)C1=CN=NC=C1)=O)C N-(2-(3-(2-((1,5-dimethyl-1H-pyrazol-3-yl)amino)-5-methylpyrimidin-4-yl)-1H-indol-7-yl)-1-oxoisoindolin-4-yl)pyridazine-4-carboxamide